(E)-3-(4-chlorophenyl)-N-((4,4-difluoropiperidin-1-yl)sulfonyl)-4-phenyl-4,5-dihydro-1H-pyrazole-1-carboxamide chloride [Cl-].ClC1=CC=C(C=C1)C1=NN(CC1C1=CC=CC=C1)C(=O)NS(=O)(=O)N1CCC(CC1)(F)F